C(C1CO1)N1C(=O)N(C(=O)C1)CC1CO1 1,3-diglycidyl-hydantoin